ClC=1C=C(C=CC1Cl)N1N=C(C=C1)OC1=CC(=C(C=C1C)NC=N)C N-(4-((1-(3,4-dichlorophenyl)-1H-pyrazol-3-yl)oxy)-2,5-dimethylphenyl)formamidine